ClC=1C=C2CN(CC2=CC1)CC=1OC=C(C(C1)=O)OCC1=CC=C(C=C1)S(=O)(=O)C 2-((5-Chloroisoindolin-2-yl)methyl)-5-((4-(methylsulfonyl)benzyl)oxy)-4H-pyran-4-one